ClC1=C(C(=CC=C1)OCC#C)C1CC(=NO1)C=1N=C(SC1)C1CCN(CC1)C(C)=O [4-(4-{5-[2-chloro-6-(prop-2-yn-1-yloxy)phenyl]-4,5-dihydro-1,2-oxazol-3-yl}-1,3-thiazol-2-yl)piperidin-1-yl]ethanone